C(CN1C(=NC2=C1C=CC(=C2OC)C(N)=O)C2=C(C(=O)O)C=C(C=C2F)Cl)N2C(=NC1=C2C=CC(=C1OC)C(N)=O)C1=C(C(=O)O)C=C(C=C1F)Cl 11-2,2'-(Ethane-1,2-diylbis(5-carbamoyl-4-methoxy-1H-benzo[d]imidazole-1,2-diyl))bis(5-chloro-3-fluorobenzoic acid)